C(CCC)OC1=C(C=CC=C1)C1=NN=C(S1)NC(=O)NC1=CC=C(C=C1)F 1-(5-(2-butoxyphenyl)-1,3,4-thiadiazol-2-yl)-3-(4-fluorophenyl)urea